C(#CCC)C1=CC(=NC=C1)P(C1=CC=CC=C1)C1=CC=CC=C1 4-butyn-1-yl-(diphenylphosphino)-pyridine